dilauryl-3,3'-thiodipropionic acid C(CCCCCCCCCCC)C(C(=O)O)(CSCCC(=O)O)CCCCCCCCCCCC